6-{1-[(3R)-oxolan-3-yl]-1H-pyrazolo[3,4-b]pyrazin-6-yl}-2-[2-(trifluoromethyl)pyrimidin-5-yl]-2,6-diazaspiro[3.4]octane O1C[C@@H](CC1)N1N=CC=2C1=NC(=CN2)N2CC1(CN(C1)C=1C=NC(=NC1)C(F)(F)F)CC2